N,N-bis(3-aminopropyl)-2-ethylhexylamine NCCCN(CCCN)CC(CCCC)CC